6-(hex-5-en-1-yl)-2,2,6,10,10-pentamethyl-3,3,9,9-tetraphenyl-4,8-dioxa-3,9-disilaundecane C(CCCC=C)C(CO[Si](C(C)(C)C)(C1=CC=CC=C1)C1=CC=CC=C1)(CO[Si](C(C)(C)C)(C1=CC=CC=C1)C1=CC=CC=C1)C